para-benzoquinone dioxime C1(C=CC(C=C1)=NO)=NO